O(C#N)C1(C(=CC=CC1)C1=CC=CC=C1)OC#N 2,2-Dicyanatobiphenyl